[1-[(2,4-dimethoxyphenyl)methylamino]-4-methylphthalazin-6-yl]Boric acid COC1=C(C=CC(=C1)OC)CNC1=NN=C(C2=CC(=CC=C12)OB(O)O)C